isobutyl-6-methyl-2-phenyl-7-tosyl-7H-pyrrolo[2,3-d]pyrimidin-4-amine C(C(C)C)C1=C(N(C=2N=C(N=C(C21)N)C2=CC=CC=C2)S(=O)(=O)C2=CC=C(C)C=C2)C